3-phenyl-2-(3-phenylthioureido)propionamide copper [Cu].C1(=CC=CC=C1)CC(C(=O)N)NC(=S)NC1=CC=CC=C1